2,2-dimethyl-1,3-dioxolan-4-ylmethyl methacrylate C(C(=C)C)(=O)OCC1OC(OC1)(C)C